FC1=C(C=C2C=3C=4N(C(N(C13)CC1=CC=C(C=C1)OC)=O)CCCC4C=N2)CO 7-Fluoro-8-(hydroxymethyl)-6-(4-methoxybenzyl)-1,2,3,6-tetrahydro-5H-[1,6]naphthyridino[1,8,7-cde]quinazolin-5-one